COC1=CC=C(C=C1)C1=CC(=NN1)NC1=C(C=C(C=C1)NC([O-])=O)C (4-((5-(4-methoxyphenyl)-1H-pyrazol-3-yl)amino)-3-methylphenyl)carbamate